ClC1=CC=C(C=C1)N\N=C(\C)/[N+](=O)[O-] (Z)-1-(4-chlorophenyl)-2-(1-nitroethylidene)hydrazine